N-dicyanoethyl-aniline tert-Butyl-((2-((5-((4,4-dimethylcyclohexyl)amino)pentyl)oxy)-4-methylphenyl)sulfonyl)-L-prolinate C(C)(C)(C)[C@@]1(N(CCC1)S(=O)(=O)C1=C(C=C(C=C1)C)OCCCCCNC1CCC(CC1)(C)C)C(=O)O.C(#N)C(CNC1=CC=CC=C1)C#N